C(C)OP([O-])(=O)OP(=O)([O-])[O-] ETHYL-DIPHOSPHATE